C(C)(C)C1=NC(=CC=2N1C=CN2)NC(C2=C(C=C(C=C2)[N+](=O)[O-])N2CCC1(CC1)CC2)=O N-(5-isopropylimidazo[1,2-c]pyrimidin-7-yl)-4-nitro-2-(6-azaspiro[2.5]octan-6-yl)benzamide